N-[2-(4-amino-1-piperidyl)-2-oxo-ethyl]-4-[[3-[1-(cyanomethyl)-3-(trifluoromethyl)pyrazol-4-yl]imidazo[1,2-a]pyrazin-8-yl]amino]-2-ethyl-benzamide formate C(=O)O.NC1CCN(CC1)C(CNC(C1=C(C=C(C=C1)NC=1C=2N(C=CN1)C(=CN2)C=2C(=NN(C2)CC#N)C(F)(F)F)CC)=O)=O